2-(2-(Methoxycarbonyl)azetidin-2-yl)acetic acid COC(=O)C1(NCC1)CC(=O)O